2-(4-methyl-3-(2-oxoethyl)phenyl)acetic acid CC1=C(C=C(C=C1)CC(=O)O)CC=O